lithium phenyl(2,4,6-trimethylbenzoyl) phosphonate P(OC(C1=C(C(=C(C=C1C)C)C1=CC=CC=C1)C)=O)([O-])=O.[Li+]